COCOCCN1N=C(C2=CC(=CC=C12)N)C 1-(2-(methoxymethoxy)ethyl)-3-methyl-1H-indazol-5-amine